ClC=1C=C(C=CC1OC1CC1)[C@H]([C@@H](CN1CCCC1)NC(=O)[C@H]1CN(CC1)C=1C=C2C=NN(C2=CC1)C)O (R)-N-((1R,2R)-1-(3-chloro-4-cyclopropoxyphenyl)-1-hydroxy-3-(pyrrolidin-1-yl)propan-2-yl)-1-(1-methyl-1H-indazol-5-yl)pyrrolidine-3-carboxamide